4-(3-(cyclopropylmethyl)-7-fluoro-2-methyl-2H-indazol-5-yl)-N-(5-((4-ethylpiperazin-1-yl)methyl)pyridin-2-yl)-5-fluoropyrimidin-2-amine C1(CC1)CC=1N(N=C2C(=CC(=CC12)C1=NC(=NC=C1F)NC1=NC=C(C=C1)CN1CCN(CC1)CC)F)C